antimony (2-ethyl hexanoate) C(C)C(C(=O)[O-])CCCC.[Sb+3].C(C)C(C(=O)[O-])CCCC.C(C)C(C(=O)[O-])CCCC